4,4-dimethyl-2-(morpholinomethyl)-2-phenyl-5-(4-methoxyphenyl)-3,4-dihydropyrrole-1-carboxamide CC1(CC(N(C1C1=CC=C(C=C1)OC)C(=O)N)(C1=CC=CC=C1)CN1CCOCC1)C